NC1=NC=NN2C1=CC=C2[C@@]2(C#N)[C@H](O)[C@H](O)[C@H](O2)CO 2-C-(4-aminopyrrolo[2,1-f][1,2,4]triazin-7-yl)-2,5-anhydro-D-altrononitril